3,7-dimethyloct-6-en-1-yl pyrophosphate O(P([O-])(=O)OP(=O)([O-])[O-])CCC(CCC=C(C)C)C